((1r,3r)-3-(benzylamino)cyclobutyl)(3,3,5-trimethyl-2,3-dihydro-1H-pyrrolo[3,2-b]pyridin-1-yl)methanone C(C1=CC=CC=C1)NC1CC(C1)C(=O)N1CC(C2=NC(=CC=C21)C)(C)C